(2Z,3E)-3-((2-((1R,5S,6s)-6-amino-3-azabicyclo[3.1.0]hexane-3-yl)ethoxy)imino)-[2,3'-biindolinylidene]-2'-on NC1[C@@H]2CN(C[C@H]12)CCO\N=C/1\C(\NC2=CC=CC=C12)=C/1\C(NC2=CC=CC=C12)=O